N1N=CC=C1C#CC=1C(=C(C(=CC1)O)N1CC(NS1(=O)=O)=O)F 5-(3-((1H-pyrazol-5-yl)ethynyl)-2-fluoro-6-hydroxyphenyl)-1,2,5-thiadiazolidin-3-one 1,1-dioxide